(S)-6-(6-Chloro-5-fluoro-2-oxo-1,2-dihydrospiro[benzo[d][1,3]oxazine-4,3'-pyrrolidin]-1'-yl)-N-(4-((4-methyl-1H-pyrazol-1-yl)methyl)benzyl)pyrimidine-4-carboxamide ClC1=C(C2=C(NC(O[C@]23CN(CC3)C3=CC(=NC=N3)C(=O)NCC3=CC=C(C=C3)CN3N=CC(=C3)C)=O)C=C1)F